BrC1=CC=CC(=N1)C1=CN=C2N1C=C(N=C2)C2(CC2)C 3-(6-bromo-2-pyridyl)-6-(1-methylcyclopropyl)imidazo[1,2-a]pyrazine